OCC(COC(CC(C)=O)=O)(COC(CC(C)=O)=O)COC(CC(C)=O)=O (E)-3-oxobutanoic acid [2-(hydroxymethyl)-3-(3-oxobutanoyloxy)-2-(3-oxobutanoyloxy-methyl) propyl] ester